C(C)(C)(C)OC1CN(C1)C(=O)N[C@@H]1CCCCC2=C1C=CC(=C2)C2=NC(=NC=C2)NC=2C=NN(C2)C (R)-3-(tert-butoxy)-N-(2-(2-((1-methyl-1H-pyrazol-4-yl)amino)pyrimidin-4-yl)-6,7,8,9-tetrahydro-5H-benzo[7]annulen-5-yl)azetidine-1-carboxamide